1-methyl-2-oxo-4-{4-[4-(2,2,2-trifluoroethoxy)phenyl]piperidin-1-yl}-1,2-dihydroquinoline CN1C(C=C(C2=CC=CC=C12)N1CCC(CC1)C1=CC=C(C=C1)OCC(F)(F)F)=O